FC1=C(C=C(C=C1)F)NC(=O)N1CC[C@@H]2[C@@H](N(C=3C=CC(=CC3[C@@H]21)C#CC=2C=NC=CC2)C)CO (3aS,4R,9bR)-N-(2,5-difluorophenyl)-4-(hydroxymethyl)-5-methyl-8-(pyridin-3-ylethynyl)-2,3,3a,4,5,9b-hexahydro-1H-pyrrolo[3,2-c]quinoline-1-carboxamide